4-((4-(1-(2,6-dioxopiperidin-3-yl)-3-methyl-2-oxo-2,3-dihydro-1H-benzo[d]Imidazol-5-yl)-[1,4'-bipiperidin]-1'-yl)methyl)piperidine-1-carboxylate O=C1NC(CCC1N1C(N(C2=C1C=CC(=C2)C2CCN(CC2)C2CCN(CC2)CC2CCN(CC2)C(=O)[O-])C)=O)=O